2-((tert-butoxycarbonyl)(methyl)amino)-2-(4-methoxyphenyl)acetic acid C(C)(C)(C)OC(=O)N(C(C(=O)O)C1=CC=C(C=C1)OC)C